dimethyl-aminobutyl-triethoxysilane CC(C)(O[Si](OCC)(OCC)CCCCN)C